2,2'-bithiophene-5-carbonitrile-5'-methylamine S1C(=CC=C1C#N)C=1SC(=CC1)CN